rac-spiro[bicyclo[2.2.1]heptane-2,3'-bicyclo[3.1.0]hexan]-3-one oxime C12CC3(CC2C1)C1CCC(C3=NO)C1